1-acetyl-5-amino-3-(phenyl-((4-(piperidin-1-ylmethyl)phenyl)amino)methylene)indolin-2-one C(C)(=O)N1C(C(C2=CC(=CC=C12)N)=C(NC1=CC=C(C=C1)CN1CCCCC1)C1=CC=CC=C1)=O